C1=C(N(C(=C1)C=O)CCC[C@@H](C(=O)O)N)CO The molecule is an N-substituted pyrraline formed via Maillard reaction of L-ornithine with glucose. It is a non-proteinogenic L-alpha-amino acid and a N-substituted pyrraline.